NC1=NC=CC=C1C1=NC=2C(=NC(=CC2)C2=NC=C(C=C2)OCC)N1C1=CC=C(CN2CCC(CC2)NC2=NC(=NC=C2)C#N)C=C1 4-((1-(4-(2-(2-aminopyridin-3-yl)-5-(5-ethoxypyridin-2-yl)-3H-imidazo[4,5-b]pyridin-3-yl)benzyl)piperidin-4-yl)amino)pyrimidine-2-carbonitrile